[C@H]12[C@H](N(C[C@@H]2O1)C(=O)OC(C)(C)C)C(=O)OCC1=CC=CC=C1 2-benzyl 3-(tert-butyl) (1R,2S,5S)-6-oxa-3-azabicyclo[3.1.0]hexane-2,3-dicarboxylate